1-(4-nitrophenyl)piperazin-2-one [N+](=O)([O-])C1=CC=C(C=C1)N1C(CNCC1)=O